FC=1C=C(C=C(C1)F)[C@@H]1CC[C@H]2OC3(C(N21)=O)CC(C3)(C)O (5'S,7a'R)-5'-(3,5-difluorophenyl)-3-hydroxy-3-methyltetrahydro-3'H-spiro[cyclobutane-1,2'-pyrrolo[2,1-b]oxazol]-3'-one